3-chloro-3,3-difluoropropylene ClC(C=C)(F)F